vitamin C sodium [Na].OC=1[C@H](OC(C1O)=O)[C@H](CO)O